C(C)(C)(C)OC(=O)N1C(CC1)CCC(=O)O 3-(1-tert-Butoxycarbonylazetidin-2-yl)propionic acid